C[Si](CCB(O)O)(C)C 2-trimethylsilyl-1-ethylboronic acid